ClC=1C=CC2=C(C[C@@H](CC=3N2C(=NN3)[C@@H]3CC[C@H](CC3)C(F)(F)F)OC)C1 (5S)-8-chloro-5-methoxy-1-[trans-4-(trifluoromethyl)cyclohexyl]-5,6-dihydro-4H-[1,2,4]triazolo[4,3-a][1]benzazepine